C[C@H]1[C@H](N(C=CC1)C(=O)OC(C)(C)C)C(=O)OC (2S,3R)-1-tert-Butyl 2-methyl 3-methyl-3,4-dihydropyridine-1,2(2H)-dicarboxylate